Lithium 7-iso-propyl-1,4-dimethyl-8-phenyldihydroazulenid C(C)(C)C1=CC=C(C2CC[C-](C2=C1C1=CC=CC=C1)C)C.[Li+]